(3,5-difluorophenyl)methanamine FC=1C=C(C=C(C1)F)CN